BrC=1C(=C2C(=NC1)NC(=N2)C2=CC=C(C=C2)N2CCN(CCC2)CCOC)NC2CCN(CC2)C 6-Bromo-2-{4-[4-(2-methoxyethyl)-1,4-diazepan-1-yl]phenyl}-N-(1-methylpiperidin-4-yl)-3H-imidazo[4,5-b]pyridin-7-amine